F[C@@H]1CN(CC[C@@H]1NC1=NN2C(C(=N1)OC)=C(C=C2)C=2C=C1N=CC=NC1=CC2)CC(C)(O)C 1-((3R,4S)-3-fluoro-4-((4-methoxy-5-(quinoxalin-6-yl)pyrrolo[2,1-f][1,2,4]triazin-2-yl)amino)piperidin-1-yl)-2-methylpropan-2-ol